CO[Si](CCCNC(=O)N1CCN(CC1)CC(=O)O)(OC)OC 2-(4-(3-(trimethoxysilyl)propylcarbamoyl)piperazin-1-yl)acetic acid